(1R,2R)-(-)-N,N-dimethylcyclohexane-1,2-diamine CN(C)[C@@H]1CCCC[C@H]1N